5-(2-bromopyrazolo[5,1-b]thiazole-7-carboxamido)-6-methylpyridin BrC1=CN2C(S1)=C(C=N2)C(=O)NC=2C=CC=NC2C